Calcium(II) Chloride [Cl-].[Ca+2].[Cl-]